C(C)N(C(=O)C1=C(OC2=C(N=CN=N2)N2C[C@@H](CC2)CN2CCC3(CC2)CCC(CC3)CCNC([O-])=O)C=CC(=C1)F)C(C)C (S)-(3-((1-(6-(2-(ethyl(isopropyl)carbamoyl)-4-fluorophenoxy)-1,2,4-triazine-5-yl)pyrrolidin-3-yl)methyl)-3-azaspiro[5.5]undecane-9-yl)ethylcarbamate